methyl 2',6-dimethyl-5'-((triisopropylsilyl)ethynyl)-[4,4'-bipyridine]-3-carboxylate CC1=NC=C(C(=C1)C1=C(C=NC(=C1)C)C(=O)OC)C#C[Si](C(C)C)(C(C)C)C(C)C